ClS(=O)(=O)C=1C=C(C=C2C=NN(C12)C(=O)OC(C)(C)C)C(F)F tert-butyl 7-(chlorosulfonyl)-5-(difluoromethyl)-1H-indazole-1-carboxylate